3-(4-(N,N-dimethylamino)phenyl)-1-(4-nitrophenyl)prop-2-en-1-one CN(C)C1=CC=C(C=C1)C=CC(=O)C1=CC=C(C=C1)[N+](=O)[O-]